(S)-6-((4-((2-hydroxy-1-phenylethyl)amino)-5-(3-morpholino-1,2,4-oxadiazol-5-yl)pyrimidin-2-yl)amino)-1-isopropyl-2-methyl-1,2-dihydro-3H-pyrazolo[3,4-b]pyridin-3-one OC[C@H](C1=CC=CC=C1)NC1=NC(=NC=C1C1=NC(=NO1)N1CCOCC1)NC1=CC=C2C(=N1)N(N(C2=O)C)C(C)C